tert-butyl N-(tert-butoxycarbonyl)-N-(3-fluoro-4-[3-iodo-4-oxo-1H,5H,6H,7H-pyrrolo[3,2-c]pyridin-2-yl]pyridin-2-yl)carbamate C(C)(C)(C)OC(=O)N(C(OC(C)(C)C)=O)C1=NC=CC(=C1F)C1=C(C=2C(NCCC2N1)=O)I